5-methoxy-2-nitroso-azaadamantane COC12CC3C(N(CC(C1)C3)C2)N=O